[O-2].[O-2].[O-2].[O-2].[Fe+2].[Zn+2] zinc iron tetraoxide